C=CCN1CC[C@]23[C@@H]4C(=O)CC[C@]2([C@H]1[C@@H](C5=C3C(=C(C=C5)O)O4)O)O 4,5α-Epoxy-3,10β,14-trihydroxy-17-(prop-2-enyl)morphinan-6-one